Fmoc-(S)-2-(4-pentenyl)alanine C(=O)(OCC1C2=CC=CC=C2C2=CC=CC=C12)N[C@](C)(C(=O)O)CCCC=C